C1(=CC=CC=C1)C=CCCC1OCCO1 2-(4-phenylbut-3-en-1-yl)-1,3-dioxolane